2-[2-(hydroxymethyl)pyrrolidin-1-yl]pyrimidine-5-carboxamide Benzyl-(2-(3-((4-aminopiperidin-1-yl)sulfonyl)phenoxy)ethyl)carbamate C(C1=CC=CC=C1)N(C(O)=O)CCOC1=CC(=CC=C1)S(=O)(=O)N1CCC(CC1)N.OCC1N(CCC1)C1=NC=C(C=N1)C(=O)N